[O-]CC.[Tl+] thallium (i) ethoxide